CC=1C(=C(C=C(C1)C)O)Cl 3,5-dimethyl-2-chlorophenol